2-ethyl-9-methacryloyloxy-10-hydroxy-1,2,3,4-tetrahydroanthracene C(C)C1CC2=C(C3=CC=CC=C3C(=C2CC1)O)OC(C(=C)C)=O